methyl-4-[(1-methylcyclopropyl)amino]-N-(1-methylpiperidin-4-yl)furo[2,3-d]pyrimidine-5-carboxamide CC=1N=C(C2=C(N1)OC=C2C(=O)NC2CCN(CC2)C)NC2(CC2)C